4-(3-((2-((2-(methyl(2-(methylsulfonyl)ethyl)amino)thiazol-4-yl)amino)-5-(trifluoromethyl)pyrimidin-4-yl)amino)propyl)-1,4-oxazepan-5-one CN(C=1SC=C(N1)NC1=NC=C(C(=N1)NCCCN1CCOCCC1=O)C(F)(F)F)CCS(=O)(=O)C